(4-formylphenyl)-hexamethylbiphenyl C(=O)C1=CC=C(C=C1)C=1C(=C(C=CC1)C1=C(C(=C(C(=C1C)C)C)C)C)C